N-(isopropylamino)benzamide C(C)(C)NNC(C1=CC=CC=C1)=O